FC1=C(C(=O)N(C2=NC=CC3=C2C=C(S3)C3=CC=NC=C3)[C@H]3CNCCC3)C=CC(=C1)C=1SC(=NN1)C 2-fluoro-4-(5-methyl-1,3,4-thiadiazol-2-yl)-N-[(3R)-3-piperidyl]-N-[2-(4-pyridyl)thieno[3,2-c]pyridin-4-yl]benzamide